ethyl (R)-2-(7-chloro-3-cyclohexyl-2-methyl-1,1-dioxido-5-phenyl-2,3,4,5-tetrahydrobenzo[f][1,2,5]thiadiazepin-8-yl)oxazole-5-carboxylate ClC=1C(=CC2=C(N(C[C@H](N(S2(=O)=O)C)C2CCCCC2)C2=CC=CC=C2)C1)C=1OC(=CN1)C(=O)OCC